FC(C)C=1OC=2C(C1)=C(C=C(C2)[2H])[2H] 2-(1-fluoroethyl)(4,6-2H2)-1-benzofuran